1-[(2-fluorophenyl)methyl]-N-(6S)-2-cyclopropyl-4-methyl-5-oxo-7,8-dihydro-6H-pyrazolo[1,5-a][1,3]diazepin-6-yl-1,2,4-triazole-3-carboxamide FC1=C(C=CC=C1)CN1CC=C2N1CC[C@H](C(N2C)=O)C2=NC(=NN2)C(=O)NC2CC2